Methyl 3-[[1-(1-tert-butoxycarbonyl-4-piperidyl)-3-methyl-pyrazol-4-yl]amino]-6-chloro-5-(methylamino)pyrazine-2-carboxylate C(C)(C)(C)OC(=O)N1CCC(CC1)N1N=C(C(=C1)NC=1C(=NC(=C(N1)NC)Cl)C(=O)OC)C